5-benzyl-N-(4-(5-(3-ethoxypropoxy)-2-methylphenyl)pyridin-2-yl)-4H-1,2,4-triazole-3-carboxamide C(C1=CC=CC=C1)C=1NC(=NN1)C(=O)NC1=NC=CC(=C1)C1=C(C=CC(=C1)OCCCOCC)C